2,4-dihydroxypyrrolo[2,3-d]pyrimidine OC1=NC(=C2C(N1)=NC=C2)O